ClC1=CC=C(C=C1)C=1C(=NC(=NC1)NC=1C=NN(C1)C)NC=1C=C(C=CC1F)NC(C=C)=O N-(3-((5-(4-chlorophenyl)-2-((1-methyl-1H-pyrazol-4-yl)amino)pyrimidin-4-yl)amino)-4-fluorophenyl)acrylamide